3-(benzyloxy)-2-(1,3-dioxolan-2-yl)-6-(piperidin-1-ylmethyl)pyridine C(C1=CC=CC=C1)OC=1C(=NC(=CC1)CN1CCCCC1)C1OCCO1